COC=1N=CC=2C=CC=C(C2C1)C#N 3-Methoxyisoquinoline-5-carbonitrile